C(C)OC(CC(=O)OCC)OCC ethyl 3,3-diethoxypropionate